5-(4-(4-(2,3-dichlorophenyl)piperazin-1-yl)butoxy)-3,7b-dihydro-1H-cyclopropa[c]quinolin-2(1aH)-one ClC1=C(C=CC=C1Cl)N1CCN(CC1)CCCCOC=1C=CC=2C3C(C(NC2C1)=O)C3